CN1C(C2=C(C(=C1)C(=C)C1=CC=CC=C1)OC=C2)=O 5-methyl-7-(1-phenylvinyl)furo[3,2-c]pyridin-4(5H)-one